tert-Butyl (R)-2-((4-(4-fluorophenyl)-1,2,3,4-tetrahydroquinoxaline-1-carboxamido)methyl)pyrrolidine-1-carboxylate FC1=CC=C(C=C1)N1CCN(C2=CC=CC=C12)C(=O)NC[C@@H]1N(CCC1)C(=O)OC(C)(C)C